4-hydroxy-4-(trifluoromethyl)cyclohexanecarboxylic acid OC1(CCC(CC1)C(=O)O)C(F)(F)F